FC1=C(C=CC=C1CC=1C(OC2=CC(=CC=C2C1C)OC1=NC=CC=C1F)=O)NS(=O)(=O)C1CCC1 N-[2-fluoro-3-[[7-[(3-fluoro-2-pyridyl)oxy]-4-methyl-2-oxo-chromen-3-yl]methyl]phenyl]cyclobutanesulfonamide